3-(1-((tetrahydro-2H-pyran-2-yl)oxy)ethyl)-4-(4,4,5,5-tetramethyl-1,3,2-dioxaborolan-2-yl)benzenesulfonamide O1C(CCCC1)OC(C)C=1C=C(C=CC1B1OC(C(O1)(C)C)(C)C)S(=O)(=O)N